C[C@](N)(CC1=CNC=N1)C(=O)O L-α-methylhistidine